C1(CC1)C=1N=C(OC1C(=O)N1[C@@H](C2=C(CC1)NC=N2)C2=NN1C(C(=CC=C1)C(F)F)=C2)C2=NC=CC=C2 (S)-(4-cyclopropyl-2-(pyridin-2-yl)oxazol-5-yl)(4-(4-(difluoromethyl)pyrazolo[1,5-a]pyridin-2-yl)-1,4,6,7-tetrahydro-5H-imidazo[4,5-c]pyridin-5-yl)methanone